r-(-)-ibuprofen OC(=O)[C@H](C)C1=CC=C(CC(C)C)C=C1